C1(CCCCC1)[C@@H]1COC[C@@H](N1)C=1C=CC=2N(C1)C=C(N2)CNC(=O)C=2C=1C=NNC1C=CC2 N-({6-[(3S,5R)-5-cyclohexylmorpholin-3-yl]imidazo[1,2-a]pyridin-2-yl}methyl)-1H-indazole-4-carboxamide